CONC N-methoxymethyl-amine